ethyl (1S,4S)-4-amino-3,3-dimethylcyclohexane-1-carboxylate hydrochloride salt Cl.N[C@@H]1C(C[C@H](CC1)C(=O)OCC)(C)C